Cl.Cl.Cl.Cl.NC1(CC(=CC=C1N)C1=CC=C(N)C=C1)N 3,3-diaminobenzidine Tetrahydrochloride